FC(C1=CC=C(C=C1)N1C=NC(=C1)C(=O)OCC)(F)F ethyl 1-[4-(trifluoromethyl)phenyl]imidazole-4-carboxylate